O=C1NC(CCC1N1N=C(C2=CC=CC=C12)C)=O 1-(2,6-dioxopiperidin-3-yl)-3-methyl-1H-indazole